BrC1=CC=C(CC=2C(=NC3=CC=CC=C3C2)OC)C=C1 3-(4-bromobenzyl)-2-methoxyquinoline